3-{[1-({(3R,4R)-1-[(4,5-dimethyl-1,3-thiazol-2-yl)methyl]-3-phenylpiperidin-4-yl}carbonyl)-4-hydroxypiperidin-4-yl]methyl}-7-phenyl-3,7-dihydro-4H-pyrrolo[2,3-d]pyrimidin-4-one CC=1N=C(SC1C)CN1C[C@H]([C@@H](CC1)C(=O)N1CCC(CC1)(O)CN1C=NC2=C(C1=O)C=CN2C2=CC=CC=C2)C2=CC=CC=C2